octahydrocoumarin O1C(=O)CCC2CCCCC12